Methyl 3-(3-((4-isopropylphenyl)sulfonyl)azetidin-1-yl)-2-(1H-pyrrol-1-yl)benzoate C(C)(C)C1=CC=C(C=C1)S(=O)(=O)C1CN(C1)C=1C(=C(C(=O)OC)C=CC1)N1C=CC=C1